N[C@H]1C[C@@H](CC1)NC1=NC2=C(C=C(C=C2C=N1)C1=CC(=C(C=C1)NS(=O)(=O)C1=C(C=CC=C1)Cl)F)CC N-(4-(2-(((1R,3R)-3-aminocyclopentyl)amino)-8-ethylquinazolin-6-yl)-2-fluorophenyl)-2-chlorobenzene-sulfonamide